sulfenyl-nitrogen potassium [K].S=[N]